methyl 1-((3,3-difluorocyclobutyl)methyl)-1H-1,2,3-triazole-4-carboxylate FC1(CC(C1)CN1N=NC(=C1)C(=O)OC)F